N-(5-chloro-2-(2-methoxyethoxy)phenyl)-2-phenylacetamide ClC=1C=CC(=C(C1)NC(CC1=CC=CC=C1)=O)OCCOC